6-hydroxy-5'-methyl-4-pentyl-1',2',3',4'-tetrahydro-[1,1'-biphenyl]-2-yl propyl methylphosphonate CP(OC1=C(C(=CC(=C1)CCCCC)O)C1CCCC(=C1)C)(OCCC)=O